C1(CC1)N(CCC(C(=O)O)NC(=O)OCC1=C(C=C(C=C1)F)F)CCCCC1=NC=2NCCCC2C=C1 4-[cyclopropyl-[4-(5,6,7,8-tetrahydro-1,8-naphthyridin-2-yl)butyl]amino]-2-[(2,4-difluorophenyl)methoxycarbonylamino]butanoic acid